FC1=C(NI)C=CC=C1 2-fluoroiodoaniline